tert-Butyl (3-(N-(1-phenethylpiperidin-4-yl)propionamido)phenyl)carbamate C(CC1=CC=CC=C1)N1CCC(CC1)N(C(CC)=O)C=1C=C(C=CC1)NC(OC(C)(C)C)=O